(8s,9s)-5-fluoro-8-(4-fluorophenyl)-9-(6-methyl-8-oxo-5,7-diazaspiro-[3.4]oct-5-en-7-yl)-8,9-dihydro-2H-pyrido[4,3,2-de]phthalazin-3(7H)-one FC=1C=C2C=3C(=NNC(C3C1)=O)[C@H]([C@@H](N2)C2=CC=C(C=C2)F)N2C(=NC1(CCC1)C2=O)C